benzyl (2S)-2-(cyanomethyl)-4-(6-((3-methoxynaphthalen-1-yl)carbamoyl)-2-((2-(1-methylpyrrolidin-2-yl)ethyl)amino)pyrimidin-4-yl)piperazine-1-carboxylate C(#N)C[C@@H]1N(CCN(C1)C1=NC(=NC(=C1)C(NC1=CC(=CC2=CC=CC=C12)OC)=O)NCCC1N(CCC1)C)C(=O)OCC1=CC=CC=C1